1-[6-(2-methylbenzoyl)-9-ethylcarbazol-3-yl]-ethan-1-one CC1=C(C(=O)C=2C=C3C=4C=C(C=CC4N(C3=CC2)CC)C(C)=O)C=CC=C1